N-methyl-N-ethyl-N'-cyclopentyl-piperazinium C[N+]1(CCN(CC1)C1CCCC1)CC